2-(2,6-dioxopiperidin-3-yl)-5-(3-((1-(4-(1-(4-hydroxyphenyl)-2-phenylbut-1-ene-1-yl)phenyl)piperidin-4-yl)methyl)-3,6-diazabicyclo[3.1.1]heptane-6-yl)isoindoline-1,3-dione O=C1NC(CCC1N1C(C2=CC=C(C=C2C1=O)N1C2CN(CC1C2)CC2CCN(CC2)C2=CC=C(C=C2)C(=C(CC)C2=CC=CC=C2)C2=CC=C(C=C2)O)=O)=O